2-[4-({2-Chloro-6H,7H-pyrimido[5,4-b][1,4]oxazin-8-yl}methyl)phenyl]-1-methyl-4-(trifluoromethyl)imidazole ClC=1N=CC=2OCCN(C2N1)CC1=CC=C(C=C1)C=1N(C=C(N1)C(F)(F)F)C